3-[5-(difluoromethyl)-1,3,4-thiadiazol-2-yl]-1-ethyl-6-fluoro-N-[3-(fluoromethyl)oxetan-3-yl]-2-oxo-1,3-benzodiazole-5-sulfonamide FC(C1=NN=C(S1)N1C(N(C2=C1C=C(C(=C2)F)S(=O)(=O)NC2(COC2)CF)CC)=O)F